mono(3-methyl-2-butenyl) diphosphate triammonium salt [NH4+].[NH4+].[NH4+].O(P([O-])(=O)OP(=O)([O-])[O-])CC=C(C)C